cyclopropyl carbamimidate C(N)(OC1CC1)=N